C(C)N1C(C(CCC1)C1=CC=2C(=NC=C(C2NC=2C=CC3=C(N=CS3)C2F)F)S1)C N-(2-(1-ethyl-2-methylpiperidin-3-yl)-5-fluorothieno[2,3-b]pyridin-4-yl)-4-fluorobenzo[d]thiazol-5-amine